((1R,2R)-2-(((benzyloxy)carbonyl)amino)-5,5-difluorocyclohexane-1-carbonyl)glycine tert-butyl ester C(C)(C)(C)OC(CNC(=O)[C@H]1[C@@H](CCC(C1)(F)F)NC(=O)OCC1=CC=CC=C1)=O